l-3-methoxy-17-methylmorphinan CN1CC[C@]23CCCC[C@H]2[C@H]1CC4=C3C=C(C=C4)OC